C[C@H]1[C@H]2[C@@H]3CCC([C@@]3(C)CC[C@@H]2[C@]2(CCC(C=C2C1)=O)CO)O 7a-methyl-17,19-dihydroxy-4-androstene-3-one